FC=1C=C2C=C(NC2=CC1OCC=1N=CSC1)CNC(OC)=O methyl ({5-fluoro-6-[(1,3-thiazol-4-yl)methoxy]-2-indolyl}methyl)carbamate